4-(N-(2-morpholinoethyl)methylsulfonylamino)-3-(2-(tetrahydro-2H-pyran-2-yloxy)ethoxy)benzoic acid O1CCN(CC1)CCN(C1=C(C=C(C(=O)O)C=C1)OCCOC1OCCCC1)S(=O)(=O)C